N1=C(C=CC=C1)C1=NC=CC=C1.N1=C(C=CC=C1)C1=NC=CC=C1.N1=C(C=CC=C1)C1=NC=CC=C1.[Fe] iron trisbipyridine